tert-butyl 3-((1-((benzyloxy) carbonyl) piperidin-4-yl) methyl)-3,6-diazabicyclo[3.1.1]heptane-6-carboxylate C(C1=CC=CC=C1)OC(=O)N1CCC(CC1)CN1CC2N(C(C1)C2)C(=O)OC(C)(C)C